tert-butyl 2-(2-amino-2-cyanoethyl)-5-(3-methyl-2-oxo-2,3-dihydrobenzo[d]oxazol-5-yl)-1H-pyrrole-1-carboxylate NC(CC=1N(C(=CC1)C=1C=CC2=C(N(C(O2)=O)C)C1)C(=O)OC(C)(C)C)C#N